NC1=NC(N(C=C1)[C@@H]1[C@H]([C@H]([C@@H](O1)COP(=O)(O)OP(=O)([O-])OCC[N+](C)(C)C)O)O)=O 2-(((((((2S,3R,4S,5S)-5-(4-amino-2-oxopyrimidin-1(2H)-yl)-3,4-dihydroxytetrahydrofuran-2-yl)methoxy)(hydroxy)phosphoryl)oxy)oxidophosphoryl)oxy)-N,N,N-trimethylethan-1-aminium